C1(CCCCC1)C[C@H](C(=O)N1CC([C@](CC1)(O)CN1C=C(C(=CC1=O)C1CC1)C(=O)N(C)C)(C)C)C 1-(((S)-1-((R)-3-cyclohexyl-2-methylpropanoyl)-4-hydroxy-3,3-dimethylpiperidin-4-yl)methyl)-4-cyclopropyl-N,N-dimethyl-6-oxo-1,6-dihydropyridine-3-carboxamide